CC(CCCCCC)(C)C=1N=NSC1 1,1-dimethylheptyl-thiadiazole